2,3-dichloro-1-butene ClC(=C)C(C)Cl